[O-2].[Ti+4].[O-2] (+/-)-titanium oxide